5-(4-chloro-2-fluorophenyl)-2,3-dimethyl-7-((2R)-2-((3R)-tetrahydro-3-furanyl)-4-morpholinyl)pyrido[4,3-d]pyrimidin-4(3H)-one ClC1=CC(=C(C=C1)C1=NC(=CC=2N=C(N(C(C21)=O)C)C)N2C[C@H](OCC2)[C@H]2COCC2)F